C(C1=CC=CC=C1)OC(=O)NCCOC=1C=C(C=CC1)C[C@H](C(=O)OC(C)(C)C)[C@@H]1CN(CC1)C(=O)OC(C)(C)C (R)-tert-butyl 3-((S)-3-(3-(2-(((benzyloxy)carbonyl)amino)ethoxy)phenyl)-1-(tert-butoxy)-1-oxopropane-2-yl)pyrrolidine-1-carboxylate